[N+](=O)([O-])C1=NC=C(C=C1)OC1=CC=CC=C1 2-nitro-5-phenoxypyridine